C(C)(C)(C)OC(NCC1=NNC(C2=CC=C(C=C12)C=1C=NN(C1N1C(C2(C3=C(C=CC=C13)Cl)CC2)=O)C)=O)=O ((7-(5-(4'-chloro-2'-oxospiro[cyclopropan-1,3'-indoline]-1'-yl)-1-methyl-1H-pyrazol-4-yl)-4-oxo-3,4-dihydro-phthalazin-1-yl)methyl)carbamic acid tert-butyl ester